4-cyclopropyl-1-(2,6-dichlorophenyl)-5-iodo-1H-1,2,3-triazole C1(CC1)C=1N=NN(C1I)C1=C(C=CC=C1Cl)Cl